2-methyl-1,4,6-trioxaspiro[4.4]nonane CC1OC2(OC1)OCCC2